COC1=CC=C2C(=CC=NC2=C1)C(=O)N1CCSCC1 (7-methoxyquinolin-4-yl)(thiomorpholino)methanone